4-fluoro-7-methyl-N-((1R,3R)-3-(pyrimidin-4-yl)cyclohexyl)-1H-indole FC1=C2C=CN(C2=C(C=C1)C)[C@H]1C[C@@H](CCC1)C1=NC=NC=C1